ClC1=C(N=C(C(=N1)C(=O)OC)NC1=CC=C(C=C1)OC[C@H]1N(C[C@@H](C1)OC)C)C methyl 6-chloro-3-[4-[[(2s,4r)-4-methoxy-1-methyl-pyrrolidin-2-yl] methoxy] anilino]-5-methyl-pyrazine-2-carboxylate